methyl 8-fluoro-5,6-dihydrobenzo[f]imidazo[1,5-d][1,4]oxazepine-10-carboxylate FC1=CC(=CC=2C=3N(CCOC21)C=NC3)C(=O)OC